N-cyclohexyl-1-[4-(6,7-dimethoxyquinolin-4-yloxy)-3-fluorophenyl]-4-methyl-6-oxo-1,6-dihydropyridazine-3-carboxamide C1(CCCCC1)NC(=O)C1=NN(C(C=C1C)=O)C1=CC(=C(C=C1)OC1=CC=NC2=CC(=C(C=C12)OC)OC)F